5-Cyclopropyl-1-methyl-pyrazol-3-amine C1(CC1)C1=CC(=NN1C)N